rac-7-bromo-6-methoxy-2-((1S*,2S*)-2-(4-methylpyrimidin-2-yl)cyclopropyl)quinoline BrC1=C(C=C2C=CC(=NC2=C1)[C@@H]1[C@H](C1)C1=NC=CC(=N1)C)OC |r|